CN(C(CC(C)NCCC[C@H](C(C)C)N1CC2(C1)CN(CC2)C=2N=CN=NC2OC2=C(C(=O)N(C(C)C)CC)C=C(C=C2)F)=O)C 2-((5-(2-((3R)-6-((4-(dimethylamino)-4-oxobutan-2-yl)amino)-2-methylhexan-3-yl)-2,6-diazaspiro[3.4]octan-6-yl)-1,2,4-triazin-6-yl)oxy)-N-ethyl-5-fluoro-N-isopropylbenzamide